3-hexyloxy-N,N-dimethylpropionamide C(CCCCC)OCCC(=O)N(C)C